C(C)(C)OC=1C=C(C(=O)NC=2N=CC3=CC=C(C=C3C2)C2=CN=CN2C)C=CN1 2-Isopropoxy-N-(6-(1-methyl-1H-imidazol-5-yl)isoquinolin-3-yl)Isonicotinamide